2-bromo-5-methyl-pyridine BrC1=NC=C(C=C1)C